Quinolin-7-one N1=CC=CC2=CCC(C=C12)=O